FC=1C=C(/C(=N/O)/N)C=CC1[N+](=O)[O-] (Z)-3-fluoro-N'-hydroxy-4-nitrobenzamidine